N-(3-(difluoromethoxy)-4-(3-methyl-6-(pyrazolo[1,5-a]pyrimidin-3-yl)-1H-pyrazolo[4,3-c]pyridin-1-yl)benzyl)methanesulfonamide FC(OC=1C=C(CNS(=O)(=O)C)C=CC1N1N=C(C=2C=NC(=CC21)C=2C=NN1C2N=CC=C1)C)F